ClC1=CC(=C(C=N1)C#CC1OCCC(C1)O)NC1CCC(CC1)O ((6-chloro-4-(((1s,4s)-4-hydroxycyclohexyl)amino)pyridin-3-yl)ethynyl)tetrahydro-2H-pyran-4-ol